C1(CCCCC1)S(=O)(=O)C(C(=O)N)OC1=CC2=CC=CC=C2C=C1 (Cyclohexylsulfonyl)-2-(naphthalen-2-yloxy)acetamide